tert-Butyl 4-[6-(2,4-dimethylpyrazol-3-yl)pyridazin-3-yl]oxy-3,3a,4,5,6,6a-hexahydro-1H-cyclopenta[c]pyrrole-2-carboxylate CN1N=CC(=C1C1=CC=C(N=N1)OC1CCC2CN(CC21)C(=O)OC(C)(C)C)C